C(C)(C)(C)C1=CC(=C(C(=C1)C)S(=O)(=O)NC1=CC(=CC(=C1)C(F)(F)F)OCCCC#N)C 4-(Tert-butyl)-N-(3-(3-cyanopropoxy)-5-(trifluoromethyl)phenyl)-2,6-dimethylbenzenesulfonamide